N(=C=O)CC1CC(CCC1)C 3-isocyanatomethyl-1-methylcyclohexane